5-(2-hydroxy-2-methylpropyl)imidazolidine-2,4-dione OC(CC1C(NC(N1)=O)=O)(C)C